2-[5-(1-hydroxycyclopropyl)pyridin-2-yl]-4-[2-(2,2,2-trifluoroethoxy)phenyl]-2,3-dihydro-1H-pyrrolo[3,4-c]pyridin-1-one OC1(CC1)C=1C=CC(=NC1)N1CC=2C(=NC=CC2C1=O)C1=C(C=CC=C1)OCC(F)(F)F